1,3,5-tris((4-fluorophenyl)ethynyl)benzene FC1=CC=C(C=C1)C#CC1=CC(=CC(=C1)C#CC1=CC=C(C=C1)F)C#CC1=CC=C(C=C1)F